C(C=C)(=O)OCCOCCOCCOCCOCCOCCOCCO 20-hydroxy-3,6,9,12,15,18-hexaoxaeicosa-1-yl acrylate